COC1=NC2=CC(=CC=C2C(=C1C1=CC=C(C=C1)OCCOC)N)C1=CC=CC=C1 2-methoxy-(4-(2-methoxyethoxy)phenyl)-7-phenyl-quinolin-4-amine